NC=1C=C(C=CC1)S(=O)(=O)NC(=O)C1=NC(=CC=C1OC1=C(C=C(C=C1C)C)C)C(C)(C)C N-(3-Aminophenyl)sulfonyl-6-tert-butyl-3-(2,4,6-trimethylphenoxy)pyridin-2-carboxamid